FC1(C(C(C(C(C1(F)F)(F)F)(F)F)(F)F)(C(F)(F)F)F)C(F)(F)F perfluoro-1,2-dimethyl-cyclohexane